4-(5-methyl-1H-pyrazol-3-yl)-N2-(2,6-difluorophenyl)quinazoline-2,4-diamine CC1=CC(=NN1)C1(NC(=NC2=CC=CC=C12)NC1=C(C=CC=C1F)F)N